N-(5-(3-cyano-6-(1-(tetrahydro-2H-pyran-4-yl)-1H-pyrazol-4-yl)pyrazolo[1,5-a]pyridin-4-yl)pyridin-2-yl)acrylamide C(#N)C=1C=NN2C1C(=CC(=C2)C=2C=NN(C2)C2CCOCC2)C=2C=CC(=NC2)NC(C=C)=O